ClC1=C(C=C(C=C1F)C=1N=NN(C1)[C@@H]1[C@H]([C@@H](SC=2C=NC=C(C2)Cl)O[C@@H]([C@@H]1O)CO)OC)F 5-Chloropyridin-3-yl 3-[4-(4-chloro-3,5-difluorophenyl)-1H-1,2,3-triazol-1-yl]-3-deoxy-2-O-methyl-1-thio-α-D-galactopyranoside